(S)-6-isopropyl-N-((S)-1-(5-(7-methoxy-2-methylquinolin-6-yl)-1H-imidazol-2-yl)-7-oxononyl)-6-azaspiro[2.5]octane-1-carboxamide C(C)(C)N1CCC2(C[C@@H]2C(=O)N[C@@H](CCCCCC(CC)=O)C=2NC(=CN2)C=2C=C3C=CC(=NC3=CC2OC)C)CC1